FC1=NC=CC2=C1C(C1CCC2N1C(=O)OC(C)(C)C)O tert-Butyl 1-fluoro-9-hydroxy-6,7,8,9-tetrahydro-5H-5,8-epiminocyclohepta[c]pyridine-10-carboxylate